[4-(hydroxymethyl)cyclohexyl]-6-(N-morpholinyl)-5-nitro-isoindolin-1-one OCC1CCC(CC1)N1C(C2=CC(=C(C=C2C1)[N+](=O)[O-])N1CCOCC1)=O